C(C=C)OC([C@H](C[C@H](CC1=CC=CC=C1)NC(=O)C=1N=C(SC1)[C@@H](C[C@H](C(C)C)NC)OC(CC)=O)C)=O (2S,4R)-2-methyl-4-(2-((1R,3R)-4-methyl-3-(methylamino)-1-(propionyloxy)pentyl)thiazole-4-carboxamido)-5-phenylpentanoic acid allyl ester